1,1'-biphenyl-2,2'-diyl-phosphoryl chloride C=1(C(=CC=CC1)Cl)C1=C(C=CC=C1)P(=O)(Cl)Cl